(R)-6-chloro-3-((1-(2-(2-(difluoromethyl)-2,4,6,7-tetrahydro-5H-pyrazolo[4,3-c]pyridin-5-yl)-3,6-dimethyl-4-oxo-3,4-dihydroquinazolin-8-yl)ethyl)amino)-N-(methylsulfonyl)picolinamide ClC1=CC=C(C(=N1)C(=O)NS(=O)(=O)C)N[C@H](C)C=1C=C(C=C2C(N(C(=NC12)N1CC=2C(CC1)=NN(C2)C(F)F)C)=O)C